3-bromo-9-(3-fluoro-4-(morpholin-4-ylcarbonyl)phenyl)-2-(trifluoromethyl)-4H-pyrido[1,2-a]pyrimidin-4-one BrC1=C(N=C2N(C1=O)C=CC=C2C2=CC(=C(C=C2)C(=O)N2CCOCC2)F)C(F)(F)F